CC1=C(C=NC=2OCCNC21)C=2C1=C(N=C(N2)NC2=CC=C(C=C2)CN2CCOCC2)CNCC1 (8-methyl-2,3-dihydro-1H-pyrido[2,3-b][1,4]oxazin-7-yl)-N-(4-(morpholinomethyl)phenyl)-5,6,7,8-tetrahydropyrido[3,4-d]pyrimidin-2-amine